[4-[5-(7,8-dimethyl-[1,2,4]triazolo[1,5-a]pyridin-6-yl)-4-isopropyl-3-methyl-6H-thieno[2,3-b]pyrrol-2-yl]-1-piperidyl]-(5-oxa-8-azaspiro[3.5]nonan-2-yl)methanone CC1=C(C=2N(C=C1C1=C(C3=C(N1)SC(=C3C)C3CCN(CC3)C(=O)C3CC1(C3)OCCNC1)C(C)C)N=CN2)C